FC=1C=C(C=C(C1)F)N(C(=O)OCC1CCC(CC1)COCC(=O)O)C1=CC(=CC=C1)F 2-(((1r,4r)-4-(((3,5-difluorophenyl)(3-fluorophenyl)carbamoyl-oxy)methyl)cyclohexyl)methoxy)acetic acid